N-(4-aminomethyl-phenyl)-N'-[3-methoxy-4-(1,2,3,6-tetrahydro-pyridin-4-yl)-phenyl]-terephthalamide NCC1=CC=C(C=C1)NC(C1=CC=C(C(=O)NC2=CC(=C(C=C2)C=2CCNCC2)OC)C=C1)=O